C(C)(C)(C)OC(=O)N1CCN(CC1)C1=C(C=C(C=C1)OCCCCCCOC1=CC=NC2=CC(=CC=C12)C(F)(F)F)C 4-(2-Methyl-4-((6-((7-(trifluoromethyl)quinolin-4-yl)oxy)hexyl)oxy)phenyl)piperazine-1-carboxylic acid tert-butyl ester